pyrrole-2-benzonitrile N1C(=CC=C1)C1=CC=CC=C1C#N